FC=1C=C2C(C(CN3C2=C(C1F)OCCC3)C=O)=O 10,11-difluoro-8-oxo-2,3,4,6,7,8-hexahydro-[1,4]oxazepino[2,3,4-ij]quinoline-7-carbaldehyde